(R)-3-Hydroxy-4-((2-(((2-(hydroxymethyl)-5-methylthiazol-4-yl)(1-methylcyclopentyl)methyl)amino)-3,4-dioxocyclobut-1-en-1-yl)amino)-N,N-dimethylpicolinamide OC=1C(=NC=CC1NC1=C(C(C1=O)=O)N[C@H](C1(CCCC1)C)C=1N=C(SC1C)CO)C(=O)N(C)C